aluminum(III) tris(quinolineolate) N1=C(C=CC2=CC=CC=C12)[O-].N1=C(C=CC2=CC=CC=C12)[O-].N1=C(C=CC2=CC=CC=C12)[O-].[Al+3]